BrC=1C=C(CCNC2=NC(=C(C=3N=C(N=CC32)S(=O)C)F)Cl)C=CC1 N-(3-bromophenethyl)-7-chloro-8-fluoro-2-(methylsulfinyl)pyrido[4,3-d]pyrimidin-5-amine